1-{5-[3-(2,6-difluoro-3,5-dimethoxyphenyl)-1-(1-methyl-1H-pyrazol-4-yl)-2-oxo-1,2,3,4-tetrahydropyrido[4,3-d]pyrimidin-7-yl]pyridin-2-yl}cyclobutanecarbonitrile FC1=C(C(=C(C=C1OC)OC)F)N1C(N(C2=C(C1)C=NC(=C2)C=2C=CC(=NC2)C2(CCC2)C#N)C=2C=NN(C2)C)=O